C(#N)C1CC2(C1)C[C@H](N(CC2)CC2=C1C=CNC1=C(C=C2OC)C)C2=CC=C(C(=O)N[C@@H](C)C(=O)O)C=C2 (4-((2S,4r,6S)-2-cyano-7-((5-methoxy-7-methyl-1H-indol-4-yl)methyl)-7-azaspiro[3.5]nonan-6-yl)benzoyl)-L-alanine